2-methylene-4-oxo-4-(1-(6-(trifluoromethyl)pyridin-3-yl)cyclobutoxy)butanoic acid C=C(C(=O)O)CC(OC1(CCC1)C=1C=NC(=CC1)C(F)(F)F)=O